mercaptomethylamine SCN